1-(8-(3-(4-fluorophenyl)-1,2,4-oxadiazol-5-yl)-3-azabicyclo[3.2.1]octan-3-yl)-2-(4-methyl-1,2,5-oxadiazol-3-yl)ethan-1-one FC1=CC=C(C=C1)C1=NOC(=N1)C1C2CN(CC1CC2)C(CC2=NON=C2C)=O